1-(1-(3-((1S,2S)-2-hydroxycyclobutoxy)-1H-pyrazolo[3,4-b]pyridin-5-yl)piperidin-4-yl)-1-methyl-3-(1-methyl-2-oxo-5-(trifluoromethyl)-1,2-dihydropyridin-3-yl)urea O[C@@H]1[C@H](CC1)OC1=NNC2=NC=C(C=C21)N2CCC(CC2)N(C(=O)NC=2C(N(C=C(C2)C(F)(F)F)C)=O)C